C(#N)C1=CC(=C(C(=O)N)C=C1)C 4-cyano-2-methyl-benzamide